CC1=NN2C(C=C(C(=C2)[N+](=O)[O-])C)=N1 2,7-dimethyl-6-nitro-[1,2,4]triazolo[1,5-a]pyridine